C(C)C=1C(=CC=C2C=C(C=C(C12)C1=CC=C2C(=NC(=NC2=C1F)OC[C@]12CCCN2C[C@@H](C1)F)N1C[C@@](CCC1)(O)C)OCOC)F (R)-1-(7-(8-ethyl-7-fluoro-3-(methoxymethoxy)naphthalen-1-yl)-8-fluoro-2-(((2R,7aS)-2-fluorotetrahydro-1H-pyrrolizin-7a(5H)-yl)methoxy)quinazolin-4-yl)-3-methylpiperidin-3-ol